N-((1s,4s)-4-((5-(1-(2,2-difluoroethyl)-1H-benzo[d][1,2,3]triazol-6-yl)-7H-pyrrolo[2,3-d]pyrimidin-2-yl)amino)cyclohexyl)acetamide FC(CN1N=NC2=C1C=C(C=C2)C2=CNC=1N=C(N=CC12)NC1CCC(CC1)NC(C)=O)F